(Z)-2-(5-bromo-1H-indol-3-yl)-3-(4-(methylsulfanyl)-pyridin-3-yl)-acrylonitrile BrC=1C=C2C(=CNC2=CC1)/C(/C#N)=C/C=1C=NC=CC1SC